CC1=C(OCC(=O)OC)C=CC(=C1)OC\C=C(\C1=CC=C(C=C1)C(F)(F)F)/C1=CC=C(C=C1)C#CCN(C)C methyl (E)-[2-methyl-4-[3-[4-[3-(N,N-dimethylamino)propynyl]phenyl]-3-(4-trifluoromethylphenyl)allyloxy]phenoxy]acetate